3-[1-(3-bromophenyl)-3-(trifluoromethoxy)cyclobutyl]-4-methyl-1,2,4-triazole BrC=1C=C(C=CC1)C1(CC(C1)OC(F)(F)F)C1=NN=CN1C